BrC=1C(=C(OC2=CC=C(C=C2)CCCC(=O)OCC)C=CC1)C ethyl 4-[4-(3-bromo-2-methyl-phenoxy)phenyl]butanoate